C[C@H]1N(C[C@@H](N(C1)C=1C2=C(N=CN1)NC(=C2C(F)(F)F)C)C)C(=O)OC(C)(C)C tert-Butyl (2R,5S)-2,5-dimethyl-4-(6-methyl-5-(trifluoromethyl)-7H-pyrrolo[2,3-d]pyrimidin-4-yl)piperazine-1-carboxylate